7-(2,3-dimethoxyphenyl)-6-(4-((1-(3-fluoropropyl)azetidin-3-yl)methyl)phenyl)-3,8,9,10-tetrahydrocyclohepta[e]indole COC1=C(C=CC=C1OC)C1=C(C2=C(C=3C=CNC3C=C2)CCC1)C1=CC=C(C=C1)CC1CN(C1)CCCF